[5-(4-aminocinnolin-7-yl)-2-methyl-4-thiazol-2-yl-phenyl]boronic acid formate salt C(=O)O.NC1=CN=NC2=CC(=CC=C12)C=1C(=CC(=C(C1)B(O)O)C)C=1SC=CN1